monoethanolamine cosyl-sulfate C(CCCCCCCCCCCCCCCCCCC)OS(=O)(=O)O.C(O)CN